4-(dimethylamino)-N-[3-(triethoxysilyl)propyl]benzamide CN(C1=CC=C(C(=O)NCCC[Si](OCC)(OCC)OCC)C=C1)C